(Naphthalen-1-yl)-{4-(naphthalen-1-yl)phenyl}amine C1(=CC=CC2=CC=CC=C12)NC1=CC=C(C=C1)C1=CC=CC2=CC=CC=C12